CC1=CC=C(C=C1)C=1N=CNC1 4-(4-methylphenyl)-1H-imidazol